N1=CC=C(C=C1)C(C)(C)O 2-(pyridin-4-yl)propan-2-ol